FC1=C(C(=CC=C1)F)C=1N=C(C2=C(N1)CNC2=O)NC2=CC=C(C=C2)CC(=O)N(C2CCNCC2)C 2-(4-((2-(2,6-difluorophenyl)-5-oxo-6,7-dihydro-5H-pyrrolo[3,4-d]pyrimidin-4-yl)amino)phenyl)-N-methyl-N-(piperidin-4-yl)acetamide